ethyl (E)-4-[4-(tert-butoxycarbonylamino)butyl-methyl-amino]but-2-enoate C(C)(C)(C)OC(=O)NCCCCN(C/C=C/C(=O)OCC)C